[Si](C)(C)(C(C)(C)C)O[C@@H]1CC(NC1)=O (R)-4-((tert-butyldimethylsilyl)oxy)pyrrolidin-2-one